(3-(3-cyano-6-(1-methyl-1H-pyrazol-4-yl)pyrazolo[1,5-a]pyridin-4-yl)prop-2-yn-1-yl)acrylamide C(#N)C=1C=NN2C1C(=CC(=C2)C=2C=NN(C2)C)C#CCC(C(=O)N)=C